C(C1=CC=CC=C1)OC(=O)N1C[C@@H](CCC1)NCC1(CN(C1)C(=O)OC(C)(C)C)O (3R)-3-({[1-(tert-butoxycarbonyl)-3-hydroxyazetidin-3-yl]Methyl}amino)piperidine-1-carboxylic acid benzyl ester